C(CCCCCCCCCCCCCCCCCC)(=O)Cl nonadecylic acid chloride